4-(azetidin-1-yl)piperidine-1-carboxylic acid tert-butyl ester C(C)(C)(C)OC(=O)N1CCC(CC1)N1CCC1